C(=O)O.N1=CN=C(C=C1)NS(=O)(=O)C=1C=NC(=CC1)N[C@@H]1[C@H](C[C@H](CC1)C1=CC(=C(C=C1)Cl)C(F)(F)F)N(C)C |r| N-pyrimidin-4-yl-6-[[rac-(1S,2S,4S)-4-[4-chloro-3-(trifluoromethyl)phenyl]-2-(dimethylamino)cyclohexyl]-amino]pyridine-3-sulfonamide formate salt